(3R,4R)-3-hydroxytetrahydro-2H-pyran O[C@H]1COCCC1